5,10,15,20-tetra-1H-pyrazol-4-yl-21H,23H-porphin N1N=CC(=C1)C=1C2=CC=C(N2)C(=C2C=CC(C(=C3C=CC(=C(C=4C=CC1N4)C=4C=NNC4)N3)C=3C=NNC3)=N2)C=2C=NNC2